C(C1=CC=CC=C1)N1N=C(C(=C1)[N+](=O)[O-])C1=CC2=C(C=N1)C=NN2CC(C)C 6-(1-Benzyl-4-nitro-1H-pyrazol-3-yl)-1-isobutyl-1H-pyrazolo[4,3-c]pyridine